C12CN(CC(CCC1)N2)C2=CC=C1C[C@H](COC1=C2)NC(=O)C2=CC1=C(N=N2)N(C=C1)CC N-((3R)-7-(3,9-diazabicyclo[3.3.1]nonan-3-yl)chroman-3-yl)-7-ethyl-7H-pyrrolo[2,3-c]pyridazine-3-carboxamide